SC=1SC=C(N1)C1=CC=C(C=C1)[N+](=O)[O-] 2-mercapto-4-(4-nitrophenyl)thiazole